nickel cobalt aluminum manganese lithium [Li].[Mn].[Al].[Co].[Ni]